4-(((4-hydroxycyclohexyl)methyl)amino)-3-nitrobenzenesulfonamide OC1CCC(CC1)CNC1=C(C=C(C=C1)S(=O)(=O)N)[N+](=O)[O-]